O1C(=NC2=C1C=CC=C2)C[C@@H](C(=O)O)NC(=O)C=2C(=NN(C2)C2CC2)C (S)-3-(benzo[d]oxazol-2-yl)-2-(1-cyclopropyl-3-methyl-1H-pyrazole-4-carboxamido)propionic acid